2-chloro-4-((1R,3s)-3-((1-((R or S)-2-(3-ethylphenyl)-3,3,3-trifluoro-2-hydroxypropanoyl)piperidin-4-yl)methyl)cyclobutoxy)-N,N-dimethylbenzamide ClC1=C(C(=O)N(C)C)C=CC(=C1)OC1CC(C1)CC1CCN(CC1)C([C@](C(F)(F)F)(O)C1=CC(=CC=C1)CC)=O |o1:25|